C(#N)C=1C=CC(=C(C1)C1=CC=C(C=C1)C(=O)O)C 5'-cyano-2'-methyl-[1,1'-biphenyl]-4-carboxylic acid